C1=CC=CC=2C3=CC=CC=C3N(C12)C1=C(C#N)C(=CC(=C1)C1=NC=CC=C1)N1C2=CC=CC=C2C=2C=CC=CC12 2,6-di(9H-carbazol-9-yl)-4-(pyridin-2-yl)benzonitrile